ClC1=CC(=NC=C1)CNCC N-((4-chloropyridin-2-yl)methyl)ethanamine